6-(8-fluoro-2-methylimidazo[1,2-a]pyridin-6-yl)-2-(4-methylpiperazin-1-yl)thiazolo[4,5-d]pyrimidin-7(6H)-one FC=1C=2N(C=C(C1)N1C=NC3=C(C1=O)SC(=N3)N3CCN(CC3)C)C=C(N2)C